2'-Chloro-5'-methoxy-N-(5-(3-methoxy-pyrazine-2-carbonyl)-5,6-dihydro-4H-pyrrolo[3,4-d]thiazol-2-yl)-6-methyl-[4,4'-bipyridine]-3-carboxamide ClC1=NC=C(C(=C1)C1=C(C=NC(=C1)C)C(=O)NC=1SC2=C(N1)CN(C2)C(=O)C2=NC=CN=C2OC)OC